2-((naphthalene-1-sulfonyl)carbamoyl)isonicotinic acid methyl ester COC(C1=CC(=NC=C1)C(NS(=O)(=O)C1=CC=CC2=CC=CC=C12)=O)=O